(R)-1-(2,3,4,4a,5,6-Hexahydro-1H-benzo[b]pyrazino[1,2-d][1,4]oxazepin-9-yl)dihydropyrimidine-2,4(1H,3H)-dione C1CNC[C@@H]2N1C1=C(OCC2)C=C(C=C1)N1C(NC(CC1)=O)=O